N-(6-chloro-2-methylpyridin-3-yl)-N-methylacetamide ClC1=CC=C(C(=N1)C)N(C(C)=O)C